4-[(3R)-3-{4-[(2,6-dichlorophenyl)methoxy]phenyl}-3-(4-fluorobenzenesulfonyl)pyrrolidine-1-carbonyl]-1λ6-thiane-1,1-dione ClC1=C(C(=CC=C1)Cl)COC1=CC=C(C=C1)[C@]1(CN(CC1)C(=O)C1CCS(CC1)(=O)=O)S(=O)(=O)C1=CC=C(C=C1)F